(2R,4S)-rel-N-[[4-(2,3-dichloro-6-hydroxyphenyl)piperidin-2-yl]methyl]cyclopropanecarboxamide ClC1=C(C(=CC=C1Cl)O)[C@@H]1C[C@@H](NCC1)CNC(=O)C1CC1 |o1:9,11|